C(C)(=O)O[C@H]1CC[C@@H]2[C@@]1(CC[C@@H]1[C@]3(CCC=4N=C(SC4C3=CC[C@@H]21)NN2CCNCC2)C)C (5aR,5bS,7aS,8S,10aS,10bR)-5a,7a-dimethyl-2-(piperazin-1-ylamino)-5,5a,5b,6,7,7a,8,9,10,10a,10b,11-dodecahydro-4H-cyclopenta[7,8]phenanthro[2,1-d]thiazol-8-yl acetate